OCCN1CCC(CC1)C=1NN=C2N(C(C=3C=C(C=CC3C21)C)=O)C [1-(2-hydroxyethyl)-4-piperidyl]-4,7-dimethyl-pyrazolo[3,4-c]isoquinolin-5-one